2-(4-(3-ethyl-2-(1H-indazol-4-yl)-1H-indol-5-yl)piperidin-1-yl)-N,N-dimethylacetamide C(C)C1=C(NC2=CC=C(C=C12)C1CCN(CC1)CC(=O)N(C)C)C1=C2C=NNC2=CC=C1